but-2-enonitrile C(C=CC)#N